ClC1=NN2C(C=CC(=C2)C(C)=O)=N1 1-(2-chloro-[1,2,4]triazolo[1,5-a]pyridin-6-yl)ethan-1-one